(S)-3-(4-(((S)-7-(hydroxymethyl)-2,3-dihydrobenzo[b][1,4]dioxin-2-yl)methoxy)phenyl)-4-hexynoic acid OCC=1C=CC2=C(O[C@H](CO2)COC2=CC=C(C=C2)[C@H](CC(=O)O)C#CC)C1